CCCCCCCCC(CCC)OC(CCCCCCCC)CCC 9-dodecyl ether